CN1N=CC(=C1)C=1C=C(C(=O)NC=2N(C=C(N2)CCCC(=O)NCCN2CCN(CC2)C)C2=CC=CC=C2)C=CC1 3-(1-methyl-1H-pyrazol-4-yl)-N-(4-(4-((2-(4-methylpiperazin-1-yl)ethyl)amino)-4-oxobutyl)-1-phenyl-1H-imidazol-2-yl)benzamide